C(CCCC)C(C(=O)OCC)C(C(=O)OCC)CCCCC diethyl 2,3-dipentylsuccinate